1-phenyl-3-propylthiourea C1(=CC=CC=C1)NC(=S)NCCC